Cl[C@]12C[C@H]3[C@@H]([C@](C[C@@H](C1)C3)(C2)O)[C@@H](NC(CCCCC)=O)C2=CC=CC=C2 N-((R)-((1S,2R,3S,5S,7S)-5-chloro-1-hydroxyadamantan-2-yl)(phenyl)methyl)hexanamide